2-(2,4-diaminophenyl)-N-(pyridin-3-ylmethyl)acetamide iron-aluminum-nickel-cobalt [Co].[Ni].[Al].[Fe].NC1=C(C=CC(=C1)N)CC(=O)NCC=1C=NC=CC1